((6-(4-(dimethylamino)piperidin-1-yl)-5-methylpyridin-3-yl)methyl)-2-(pentan-2-yloxy)imidazo[2,1-f][1,2,4]triazin-4-amine CN(C1CCN(CC1)C1=C(C=C(C=N1)CC=1N=C2C(=NC(=NN2C1)OC(C)CCC)N)C)C